3-(aminomethyl)-4-methylthiophene-2-carboxamide NCC1=C(SC=C1C)C(=O)N